4-(5-fluoropyridin-2-yl)-2-hydroxycyclohepta-2,4,6-trien-1-one FC=1C=CC(=NC1)C=1C=C(C(C=CC1)=O)O